4-bromobenzenesulfonimidamide BrC1=CC=C(C=C1)S(=O)(N)=N